C(C)(C)(C)OC(=O)N1CC(=CC1=O)C1=CC(=C(C=C1)C=1N=CC(=NC1)N([C@H]1[C@H]([C@@H]2CC[C@H](C1)N2C(=O)[O-])F)C)OCOC (1s,2r,3r,5r)-3-[(5-[4-[1-(tert-butoxycarbonyl)-5-oxo-2H-pyrrol-3-yl]-2-(methoxymethoxy) phenyl] pyrazin-2-yl) (methyl) amino]-2-fluoro-8-azabicyclo[3.2.1]octane-8-carboxylate